2-[[2-(2-methoxy-4-morpholin-4-ylanilino)-5-(trifluoromethyl)pyridin-4-yl]amino]-N-methylbenzamide COC1=C(NC2=NC=C(C(=C2)NC2=C(C(=O)NC)C=CC=C2)C(F)(F)F)C=CC(=C1)N1CCOCC1